OC=1C(=CC2=CC=C(C=C2C1)N(CC=C)C)C=O 3-Hydroxy-6-[methyl-(prop-2-enyl)amino]naphthalene-2-carbaldehyde